CC(/C=C/CC(=O)ONC(OCC(Cl)(Cl)Cl)=O)C 2,2,2-Trichloroethyl (E)-((5-methylhex-3-enoyl)oxy)carbamate